(1R,3S)-3-{5-[2-(2-formyl-3,5-dimethoxyphenoxy) acetamido]-2H-pyrazol-3-yl}cyclopentyl N-isopropylcarbamate C(C)(C)NC(O[C@H]1C[C@H](CC1)C=1NN=C(C1)NC(COC1=C(C(=CC(=C1)OC)OC)C=O)=O)=O